N1=C(C=NC=C1)C1=C(NC=C1)N pyrazinyl-aminopyrrole